N1,N1-dimethyl-N3-(pyrimido[1',6':1,5]pyrazolo[4,3-c][1,7]naphthyridin-6-yl)propane-1,3-diamine CN(CCCNC1=NC2=CN=CC=C2C=2C1=C1N(N2)C=NC=C1)C